1-Benzyl-N-[(6S)-2-(2-hydroxyethyl)-4-methyl-5-oxo-7,8-dihydro-6H-pyrazolo[1,5-a][1,3]diazepin-6-yl]-1,2,4-triazol-3-carboxamid C(C1=CC=CC=C1)N1N=C(N=C1)C(=O)N[C@@H]1C(N(C=2N(CC1)N=C(C2)CCO)C)=O